(3R)-3-{[5-(2-chloro-5-cyanophenyl)-1-trityl-1H-indazol-3-yl]carbamoyl}piperidine-1-carboxylic acid 1-[(2,2-dimethylpropionyl) oxy]-2-methylpropyl ester CC(C(=O)OC(C(C)C)OC(=O)N1C[C@@H](CCC1)C(NC1=NN(C2=CC=C(C=C12)C1=C(C=CC(=C1)C#N)Cl)C(C1=CC=CC=C1)(C1=CC=CC=C1)C1=CC=CC=C1)=O)(C)C